(-)-2-(4-chlorobenzoyl)-3-fluoro-5-(1-hydroxy-1-(tetrahydro-2H-pyran-4-yl)ethyl)benzoic acid ClC1=CC=C(C(=O)C2=C(C(=O)O)C=C(C=C2F)C(C)(C2CCOCC2)O)C=C1